BrC1=NNC(=N1)C(C)N(C(C1=CC(=CC(=C1)C(F)(F)F)C(F)(F)F)=O)C N-[1-(3-bromo-1H-1,2,4-triazol-5-yl)ethyl]-N-methyl-3,5-bis(trifluoromethyl)benzamide